[1,3-bis(2,6-di-3-pentylphenyl)imidazol-2-ylidene](3-chloropyridyl)palladium (II) dichloride CCC(CC)C1=C(C(=CC=C1)C(CC)CC)N1C(N(C=C1)C1=C(C=CC=C1C(CC)CC)C(CC)CC)=[Pd-3](C1=NC=CC=C1Cl)(Cl)Cl